(R)-1-(7-chloro-5-cyclopropyl-8-fluoro-2-(methylthio)pyrido[4,3-d]pyrimidin-4-yl)piperidin-3-ol ClC1=C(C=2N=C(N=C(C2C(=N1)C1CC1)N1C[C@@H](CCC1)O)SC)F